1-(o-tolyl)-1H-pyrazol C1(=C(C=CC=C1)N1N=CC=C1)C